[Cl-].[Cl-].C(C)[Zr+2](C1C=CC2=CC=CC=C12)C1C=CC2=CC=CC=C12 ethyl-bis(1-indenyl)zirconium dichloride